C1(CC1)C(=O)C=1N=C2N(N1)[C@@H](C[C@@]2(F)[2H])C2=CC=CC=C2 Cyclopropyl-[(5s,7s)-7-deutero-7-fluoro-5-phenyl-5,6-dihydropyrrolo[1,2-b][1,2,4]triazol-2-yl]methanone